(3R)-2-hydroxy-3-(2-(4-phosphonophenyl)-2-((S)-pyrrolidine-3-carboxamido)acetamido)-3,4-dihydro-2H-benzo[e][1,2]oxaborinine-8-carboxylic acid OB1OC2=C(C[C@@H]1NC(C(NC(=O)[C@@H]1CNCC1)C1=CC=C(C=C1)P(=O)(O)O)=O)C=CC=C2C(=O)O